BrC=1C=C(C=CC1)N1C(CCC1)=O N-(3-bromophenyl)pyrrolidin-2-one